C(C1=CC=CC=C1)N1N=C(N=C1)C(=O)NC1C(N2C3=C(C=NN3CC1)OCC2)=O 1-Benzyl-N-(6-oxo-4,5,6,7,8,9-hexahydro-3-oxa-1,5a,9a-triazabenzo[cd]azulen-7-yl)-1H-1,2,4-triazol-3-carboxamid